ClC1=NC(=NC(=C1CO)N1[C@@H](COCCC1)CO)SC [4-chloro-6-[(3R)-3-(hydroxymethyl)-1,4-oxazepan-4-yl]-2-methylsulfanyl-pyrimidin-5-yl]methanol